N-(4-Nitrophenyl)quinazolin-4-amine [N+](=O)([O-])C1=CC=C(C=C1)NC1=NC=NC2=CC=CC=C12